COC(=O)C1(CCNCC1)CC(=O)N(C1=CC=CC=C1)C1CCCCC1 4-[2-(N-cyclohexylanilino)-2-oxo-ethyl]piperidine-4-carboxylic acid methyl ester